FC1=C(C=CC(=C1)F)C1(CCNCC1)NS(=O)(=O)C1=CC=C(C=C1)OC(F)(F)F N-(4-(2,4-difluorophenyl)piperidin-4-yl)-4-(trifluoromethoxy)benzenesulfonamide